C(C1=CC=CC=C1)N(C([C@@H](CCCO)C)=O)CC1=CC=CC=C1 (2R)-N,N-dibenzyl-5-hydroxy-2-methylpentanamide